C(C)(C)(C)OC(N(C)[C@H]1CN(CC1)C1=NC=C(N=C1)C(NC=1C(=C(C=2N(C1)C=C(N2)C)F)C)=O)=O tert-Butyl-N-[(3R)-1-[5-[(8-fluoro-2,7-dimethyl-imidazo[1,2-a]pyridin-6-yl)carbamoyl]pyrazin-2-yl]pyrrolidin-3-yl]-N-methyl-carbamate